FC1=C(C=CC=C1)N1C=CC=C1 2-fluorophenyl-1H-pyrrole